N1=C(C([2H])([2H])[2H])C(O)=C(C=O)C(CO)=C1 [2H3]-pyridoxal